benzyl 3,7-dihydro-2H-1,4-oxazepine-4-carboxylate O1CCN(C=CC1)C(=O)OCC1=CC=CC=C1